FC1=C(C=C(C=N1)C=1C(N(C=C(C1)C=1NC2=CC=C(C=C2C1C(C)C)C1CCN(CC1)C(C)C)C)=O)C 6'-fluoro-5-(3-isopropyl-5-(1-isopropylpiperidin-4-yl)-1H-indol-2-yl)-1,5'-dimethyl-[3,3'-bipyridin]-2(1H)-one